5-[4-amino-5-(trifluoromethyl)pyrrolo[2,1-f][1,2,4]triazin-7-yl]-N-(3-hydroxy-3-phenylpropyl)-2-methoxybenzamide NC1=NC=NN2C1=C(C=C2C=2C=CC(=C(C(=O)NCCC(C1=CC=CC=C1)O)C2)OC)C(F)(F)F